C(CC)OC1=NC(=CC(=N1)O)O 2-propoxypyrimidine-4,6-diol